ClC1=NC=C(C(=C1)N[C@H]1C[C@@H](OCC1)C(=O)N1[C@H](C2=C(C=C(C=C2CC1)Cl)Cl)C)[N+](=O)[O-] |&1:8,10| ((2RS,4RS)-4-((2-chloro-5-nitropyridin-4-yl)amino)tetrahydro-2H-pyran-2-yl)((S)-6,8-dichloro-1-methyl-3,4-dihydroisoquinolin-2(1H)-yl)methanone